ClC1=CC=C(C(=N1)C(=O)NC1=CC(=CC=C1)C(F)(F)F)C(F)(F)F 6-chloro-3-trifluoromethyl-N-(m-trifluoromethylphenyl)picolinamide